COC1=CC=C(C=C1)N1CCN(CC1)C(=O)C=1N=C(C2=C(N1)OC(=C2)C)NC2(CC2)C [4-(4-methoxyphenyl)piperazine-1-carbonyl]-6-methyl-N-(1-methylcyclopropyl)furo[2,3-d]pyrimidin-4-amine